ClC(C1=NC(=NC(=N1)C(Cl)(Cl)Cl)C=CC=1OC(=CC1)CC)(Cl)Cl 2,4-bis(trichloromethyl)-6-[2-(5-ethyl-2-furyl)vinyl]s-triazine